CC(C(N1N=CC(=C1)B1OC(C(O1)(C)C)(C)C)C1=NC=CC=C1)C (2-methyl-1-[4-(4,4,5,5-tetramethyl-1,3,2-dioxaborolan-2-yl)-1H-pyrazol-1-yl]propyl)pyridine